N1(CCCCCC1)C1=C(N=NC(=C1)C(F)(F)F)C(=O)NC1=CC(=CC=C1)S(=O)(=N)C 4-(azepan-1-yl)-N-(3-(S-methylsulfonimidoyl)phenyl)-6-(trifluoromethyl)pyridazine-3-carboxamide